C(\C=C\C(=O)O)(=O)O.ClC1=NC=CC=2[C@]3(CCC(C12)(F)F)N=C1N(C=C(C=C1OC(F)F)C(F)(F)F)C3 (S)-1'-chloro-8-(difluoromethoxy)-8',8'-difluoro-6-(trifluoromethyl)-7',8'-dihydro-3H,6'H-spiro[imidazo[1,2-a]pyridine-2,5'-isoquinoline] fumarate